ClC1=C(C=CC(=C1)C(=O)N1[C@H]([C@@H](N(CC1)C1=CC(=CC=C1)Cl)C)C)[S@](=O)CC(=O)C1=C(C=CC=C1)F |&1:24| (±)-2-((2-Chloro-4-(4-(3-chlorophenyl)-trans-2,3-dimethylpiperazine-1-carbonyl)phenyl)sulfinyl)-1-(2-fluorophenyl)ethan-1-one